4-(1-(5-(2,4-dimethylphenyl)-4-methyl-1H-indazol-1-yl)-3-methylbutyl)benzamide CC1=C(C=CC(=C1)C)C=1C(=C2C=NN(C2=CC1)C(CC(C)C)C1=CC=C(C(=O)N)C=C1)C